CC1(CS1)SC1(C)CS1 bis-(β-epithiopropyl) sulfide